tert-butyl (2R,5S)-4-(7-bromo-2-chloro-6-(trifluoromethyl)pyrido[3,2-d]pyrimidin-4-yl)-2,5-dimethylpiperazine-1-carboxylate BrC1=CC=2N=C(N=C(C2N=C1C(F)(F)F)N1C[C@H](N(C[C@@H]1C)C(=O)OC(C)(C)C)C)Cl